N-Tetralin-1-ylthieno[3,2-d]pyrimidin-4-amine C1(CCCC2=CC=CC=C12)NC=1C2=C(N=CN1)C=CS2